CC1=CC=C(C=C1)S(=O)(=O)ON=C1C(C=CC(=C1)OC)CC#N α-[(p-toluenesulfonyloxyimino)-4-methoxyphenyl]acetonitrile